3-carbamoyl-(carbamoyl)-5-chloro-4-hydroxybenzenesulfonyl chloride C(N)(=O)C=1C(=C(C=C(C1O)Cl)S(=O)(=O)Cl)C(N)=O